4-(5-isopropyl-2-(4-(trifluoromethyl)-1H-1,2,3-triazol-1-yl)phenyl)-6-methoxypyrimidine C(C)(C)C=1C=CC(=C(C1)C1=NC=NC(=C1)OC)N1N=NC(=C1)C(F)(F)F